C(C)(C)(C)OC(=O)NN[C@](C(=O)O)(CC1=CC(=C(C=C1)OC)OC)C (S)-2-(2-(tert-butoxycarbonyl)hydrazino)-3-(3,4-dimethoxyphenyl)-2-methylpropionic acid